C(C)(C)(C)OC(=O)N1C(CCC1)CNC1=C(N=NC(=C1)Cl)C(=O)OC methyl 4-((1-(tert-butoxycarbonyl)pyrrolidin-2-yl)methylamino)-6-chloropyridazine-3-carboxylate